ClC1=C(C=CC(=C1)Cl)N1N=C(C=C1)OCC=C(C(C(=O)NC)=NOC)C 5-{[1-(2,4-dichlorophenyl)-1H-pyrazol-3-yl]Oxy}-2-(methoxyimino)-N,3-dimethylpent-3-enamide